3-bromo-N1-(5-(tert-butyl)-[1,1'-biphenyl]-2-yl)benzene-1,2-diamine BrC1=C(C(=CC=C1)NC1=C(C=C(C=C1)C(C)(C)C)C1=CC=CC=C1)N